CC1=C(C=C(C=C1)N2C(=O)C=CC2=O)N3C(=O)C=CC3=O N,N'-(4-methyl-1,3-phenylene)bismaleimide